tert-butyl 2-(2-(2-(4-(2-methoxy-2-oxoethyl)piperazin-1-yl)ethoxy)ethoxy)acetate COC(CN1CCN(CC1)CCOCCOCC(=O)OC(C)(C)C)=O